C(C)(C)(C)C1=CC=C(CC#N)C=C1 p-tert-butylbenzyl cyanide